oxadiazolyl-(oxazazol) O1N=NC(=C1)C=1N=NOC1